(6-((5-chloro-4-(1-(cyclopropanesulfonyl)-1H-pyrazol-4-yl)pyrimidin-2-yl)amino)-2H-indazol-2-yl)-2-methylpropan-2-ol ClC=1C(=NC(=NC1)NC=1C=CC2=CN(N=C2C1)CC(C)(O)C)C=1C=NN(C1)S(=O)(=O)C1CC1